C(C)(C)(C)[C@@H]1N=C(OC1)C1=NC=CC=C1 (S)-4-tertiary butyl-2-(2-pyridyl)-4,5-dihydro-oxazole